COC1=C(C=C(C(=C1)C(=O)O)OC)C(=O)O 2,5-dimethoxy-1,4-dicarboxyl-benzene